(diphenylpyridineyl)carbazole C1(=CC=CC=C1)C1=C(C(=NC=C1)C1=CC=CC=2C3=CC=CC=C3NC12)C1=CC=CC=C1